OC=1C=C(C#N)C=CC1C1=NN=C(C2=CC=CC=C12)N[C@H]1CN(CCC1)C1COC1 (R)-3-hydroxy-4-(4-((1-(oxetan-3-yl)piperidin-3-yl)amino)phthalazin-1-yl)benzonitrile